[Br-].C(=C)N1CN(C=C1)CC 1-vinyl-3-ethyl-imidazole bromide salt